N-amino-methylformamide NN(C=O)C